CN1CCC(CC1)C1(CC=C(N=C1)C=1C=NC=CC1)C(=O)N 5-(1-methylpiperidin-4-yl)-[2,3'-bipyridine]-5-carboxamide